N-[(1S)-2-[[(1S)-2-amino-2-oxo-1-[[(3S)-2-oxo-3-piperidyl]methyl]ethyl]amino]-1-(cyclopropylmethyl)-2-oxo-ethyl]-4-chloro-1H-indole-2-carboxamide NC([C@H](C[C@H]1C(NCCC1)=O)NC([C@H](CC1CC1)NC(=O)C=1NC2=CC=CC(=C2C1)Cl)=O)=O